C1(CC1)[C@H]([C@@H](C(=O)O)C)C1=CC=C2CC[C@@H](OC2=C1)C1CCNCC1 (2S,3R)-3-cyclopropyl-2-methyl-3-((R)-2-(piperidin-4-yl)chroman-7-yl)-propanoic acid